C(#N)C1=CC(=C2C(CCO2)=C1C(=O)OC)C1=C(C=C(C=C1)OC(F)(F)F)F methyl 5-cyano-7-(2-fluoro-4-(trifluoromethoxy)phenyl)-2,3-dihydrobenzofuran-4-carboxylate